N1(N=CC=C1)C=1C=C2CCNCC2=CC1 6-(1H-pyrazol-1-yl)-1,2,3,4-tetrahydroisoquinoline